(2-(2,6-dioxopiperidin-3-yl)-3-oxoisoindolin-5-yl)methyl m-tolylcarbamate C1(=CC(=CC=C1)NC(OCC=1C=C2C(N(CC2=CC1)C1C(NC(CC1)=O)=O)=O)=O)C